(9H-fluoren-9-yl)methyl (2-aminophenyl)(2-nitrobenzyl)carbamate NC1=C(C=CC=C1)N(C(OCC1C2=CC=CC=C2C=2C=CC=CC12)=O)CC1=C(C=CC=C1)[N+](=O)[O-]